NC=1NC(C(=C(N1)N)NC(=O)NC=1C=C(C(=NC1)C(=O)N[C@H](C(=O)OCC)CCC(=O)OCC)F)=O 1,5-diethyl (2S)-2-[(5-{[(2,4-diamino-6-oxo-1,6-dihydropyrimidin-5-yl)carbamoyl]amino}-3-fluoropyridinyl)formamido]pentanedioate